1,1-bis(4-hydroxy-3,5-dimethylphenyl)cyclohexane copper naphthalate C1(=CC=CC2=CC=CC=C12)C(=O)[O-].[Cu+2].OC1=C(C=C(C=C1C)C1(CCCCC1)C1=CC(=C(C(=C1)C)O)C)C.C1(=CC=CC2=CC=CC=C12)C(=O)[O-]